C1(CC1)C1=C(C(=NO1)C1=C(C=NC=C1Cl)Cl)COC12CCC(CC1)(CC2)C#CC2=CC=C1C=CN=C(C1=C2)OC 7-((4-((5-Cyclopropyl-3-(3,5-dichloropyridin-4-yl)isoxazol-4-yl)methoxy)bicyclo[2.2.2]octan-1-yl)ethynyl)-1-methoxyisochinolin